1-[(3S,4S)-1-[1-(azetidin-3-yl)azetidin-3-yl]-3-fluoro-4-piperidinyl]-3-(4-phenoxyphenyl)pyrazolo[3,4-d]pyrimidin-4-amine N1CC(C1)N1CC(C1)N1C[C@@H]([C@H](CC1)N1N=C(C=2C1=NC=NC2N)C2=CC=C(C=C2)OC2=CC=CC=C2)F